O=S1(OCCO1)=O 2,2-dioxido-1,3,2-dioxathiolan